3-(1-oxo-5-(((1R,2S)-2-((2-(tetrahydro-2H-pyran-4-yl)ethyl)amino)cyclohexyl)oxy)isoindolin-2-yl)piperidine-2,6-dione O=C1N(CC2=CC(=CC=C12)O[C@H]1[C@H](CCCC1)NCCC1CCOCC1)C1C(NC(CC1)=O)=O